FC(C1=CC=C(C=C1)C=1SCSC1)(F)F (4-(trifluoromethyl)phenyl)-1,4-dithiol